FC1=CC(=CN(C1=O)C)C(=O)OC methyl 5-fluoro-1-methyl-6-oxo-1,6-dihydropyridine-3-carboxylate